2-(3-(2-((2-(2,6-dioxopiperidin-3-yl)-1,3-dioxoisoindol-5-yl)amino)ethoxypyrrolidin-1-yl)pyrimidin-5-yl)-5,6,7,8-tetrahydronaphthalene-2-carbonitrile O=C1NC(CCC1N1C(C2=CC=C(C=C2C1=O)NCCOC1N(CCC1)N1CN=CC(=C1)C1(CC=2CCCCC2C=C1)C#N)=O)=O